5-(3-chlorophenyl)-3-fluoropyridine-2-carboxylic acid ethyl ester C(C)OC(=O)C1=NC=C(C=C1F)C1=CC(=CC=C1)Cl